4,4'-methylenebis(5-isopropyl-2-methylphenol) C(C1=CC(=C(C=C1C(C)C)O)C)C1=CC(=C(C=C1C(C)C)O)C